[Nd].[V].FC(C(Cl)(Cl)Cl)(F)F 1,1,1-trifluorotrichloroethane vanadium neodymium